ethyl 1-{2-[(tert-butyldimethylsilyl)oxy]ethyl}-7-chloropyrrolo[2,3-c]pyridine-2-carboxylate [Si](C)(C)(C(C)(C)C)OCCN1C(=CC=2C1=C(N=CC2)Cl)C(=O)OCC